ClC=1C=C(C=C2C=C(N=CC12)NC(=O)[C@H]1[C@@H](C1)C#N)C1=C(C=NS1)C trans-N-[8-chloro-6-(4-methylisothiazol-5-yl)-3-isoquinolinyl]-2-cyano-cyclopropanecarboxamide